C(=C)B1OC(C(O1)(C)C)(C)C 2-ethenyl-4,4,5,5-tetramethyl-1,3,2-dioxaborolane